(2R,5S)-5-[2-(4-chloro-3-fluorophenoxy)acetamido]-2-[5-(4-chlorophenyl)-1,3,4-oxadiazol-2-yl]piperidine-1-carboxylic acid tert-butyl ester C(C)(C)(C)OC(=O)N1[C@H](CC[C@@H](C1)NC(COC1=CC(=C(C=C1)Cl)F)=O)C=1OC(=NN1)C1=CC=C(C=C1)Cl